C(C)(C)(C)OC(N[C@@H]1CN(CCC1)C(NC=1C=C2C(=NN(C2=CC1)CC(=O)N(C1CC1)CC(=O)NCC1=C(C(=CC=C1)Cl)F)C(N)=O)=O)=O (S)-1-(3-carbamoyl-1-(2-((2-(3-chloro-2-fluorobenzylamino)-2-oxoethyl)(cyclopropyl)amino)-2-oxoethyl)-1H-indazol-5-ylcarbamoyl)piperidin-3-ylcarbamic acid tert-butyl ester